ClC=1C=C(C(=C2C(=NNC12)N1C(C2=CC=CC=C2C1=O)=O)OC1=C(C=CC(=C1)F)Cl)NC(C1=CC(=CC(=C1)C(F)(F)F)F)=O N-(7-chloro-4-(2-chloro-5-fluorophenoxy)-3-(1,3-dioxoisoindolin-2-yl)-1H-indazol-5-yl)-3-fluoro-5-(trifluoromethyl)benzamide